CC=1C(=C(C=CC1)C1=C(C(=CC=C1)C)N)N 3,3'-dimethyl-2,2'-diaminobiphenyl